COC1=C(CNS(=O)(=O)C)C=CC(=C1)OC N-(2,4-dimethoxybenzyl)methanesulfonamide